C(#N)CC1CC(C1)(C1=NN=CN1C)C=1C=C(C=CC1)NC(=O)C1=CC(=C2C(=N1)C=CN2)CN[C@H]2CC(CC2)(F)F N-(3-((1s,3S)-3-(cyanomethyl)-1-(4-methyl-4H-1,2,4-triazol-3-yl)cyclobutyl)phenyl)-7-((((R)-3,3-difluorocyclopentyl)amino)methyl)-1H-pyrrolo[3,2-b]pyridine-5-carboxamide